anetholesulfonic acid, sodium salt [Na+].C=1(C(=CC(C=CC)=CC1)S(=O)(=O)[O-])OC